N[C@@H](CCCCNC(OCC1C2=CC=CC=C2C=2C=CC=CC12)=O)C(=O)NCCC1CCN(CC1)CC1=CC=C(C=C1)CN1C2=NC(=NC(=C2NC1=O)N)OCCCC (S)-(9H-fluoren-9-yl)methyl 5-amino-6-(2-(1-(4-((6-amino-2-butoxy-8-oxo-7H-purin-9(8H)-yl)methyl)benzyl)piperidin-4-yl)ethylamino)-6-oxohexylcarbamate